3-(((1-((6-chloropyridin-3-yl)amino)isoquinolin-6-yl)oxy)methyl)-3-methylthietane 1,1-dioxide ClC1=CC=C(C=N1)NC1=NC=CC2=CC(=CC=C12)OCC1(CS(C1)(=O)=O)C